ClC1=C(C=C2C=C(N=CC2=C1)NC(=O)[C@@H]1C([C@H]1[C@@H]1OCCCC1)(C)C)N1CCN(CC1)[C@]1(COC[C@H]1O)C (1S,2R,3S)-N-[7-chloro-6-[4-((3S,4S)-4-hydroxy-3-methyl-tetrahydrofuran-3-yl)piperazin-1-yl]-3-isoquinolyl]-2,2-dimethyl-3-tetrahydropyran-2-yl-cyclopropanecarboxamide